Methyl [4-(7-(4-cyanophenyl)-5-{[(3R)-1-methylpiperidin-3-yl]methoxy}imidazo[1,2-c]pyrimidin-8-yl)-2-fluorophenyl]methylcarbamate C(#N)C1=CC=C(C=C1)C1=C(C=2N(C(=N1)OC[C@H]1CN(CCC1)C)C=CN2)C2=CC(=C(C=C2)CNC(OC)=O)F